5-amino-N-{4-[(3S)-3-aminopiperidin-1-yl]-(7R)-7-hydroxy-7-methyl-6,7-dihydro-5H-cyclopenta[b]pyridin-3-yl}-2-(2,6-difluorophenyl)-1,3-thiazole-4-carboxamide NC1=C(N=C(S1)C1=C(C=CC=C1F)F)C(=O)NC=1C(=C2C(=NC1)[C@](CC2)(C)O)N2C[C@H](CCC2)N